C(C)OC(=O)C=1N=C2N(N1)[C@@H](C[C@@H]2F)C2=CC=CC=C2 cis-7-fluoro-5-phenyl-6,7-dihydro-5H-pyrrolo[1,2-b][1,2,4]triazole-2-carboxylic acid ethyl ester